CN1N=C2C(=C1)CCOC1=C2C=CC=C1NC1=NC(=NC=C1C(=O)O)NC1=NC=CC=C1 4-[(2-Methyl-4,5-dihydro-2H-[1]benzoxepino[5,4-c]pyrazol-7-yl)amino]-2-(pyridin-2-ylamino)pyrimidine-5-carboxylic acid